tert-butyl (S)-3-(hydroxymethyl)-4-(piperidin-4-ylmethyl)piperazine-1-carboxylate OC[C@@H]1CN(CCN1CC1CCNCC1)C(=O)OC(C)(C)C